Ethyl (S)-3-(3-(4-Hydroxy-1,5-dimethyl-2-oxo-1,2-dihydropyridin-3-yl)ureido)-3-(5-phenylfuran-2-yl)propanoat OC1=C(C(N(C=C1C)C)=O)NC(N[C@@H](CC(=O)OCC)C=1OC(=CC1)C1=CC=CC=C1)=O